rac-(1r,2r,4s,5r,6s)-N-(2-cyano-5-(trifluoromethyl)phenyl)-6-hydroxy-4-(2-methoxypyridin-4-yl)-8-oxatricyclo[3.2.1.02,4]octane-2-carboxamide C(#N)C1=C(C=C(C=C1)C(F)(F)F)NC(=O)[C@]12[C@H]3C[C@@H]([C@@H]([C@@]2(C1)C1=CC(=NC=C1)OC)O3)O |r|